(R)-4-cyclopropoxy-N-(3,5-difluoro-4-((7-(2-hydroxypropoxy)quinolin-4-yl)oxy)phenyl)pyridine-3-carboxamide C1(CC1)OC1=C(C=NC=C1)C(=O)NC1=CC(=C(C(=C1)F)OC1=CC=NC2=CC(=CC=C12)OC[C@@H](C)O)F